N1=CC=C(C=C1)C1=NC(=NC(=N1)N)N (4-pyridyl)-2,4-diamino-1,3,5-triazine